1,N1-dimethylcyclopentane-1,3-diamine CC1(CC(CC1)N)NC